2-hydroxyethyl 4-{bis[2-(2-hydroxyethoxy)ethyl]amino}benzoate OCCOCCN(C1=CC=C(C(=O)OCCO)C=C1)CCOCCO